C(C)(C)NC(=O)C(=O)NC1CCC2=CC(=CC=C12)CNC(=O)C1=CC(=C(C=C1)C)O N-{[1-(N-isopropylcarbamoylcarbonylamino)-5-indanyl]methyl}-2-hydroxy-4-toluamide